hydroxyethyl-imidazolinium chloride [Cl-].OCC[NH+]1C=NCC1